ClC1=CC(=C(C=C1)O)C(C#CC1=CC=C(C=C1)C)N1CCCC1 4-chloro-2-(1-(pyrrolidin-1-yl)-3-(p-tolyl)prop-2-yn-1-yl)phenol